perfluoro 7-(((2-(butyrylthio) ethoxy) (((isopropoxycarbonyl) oxy) methoxy) phosphoryl) difluoromethyl)-2-naphthoate C(CCC)(=O)SCCOP(=O)(OCOC(=O)OC(C)C)C(C1=CC=C2C=CC(=CC2=C1)C(=O)OF)(F)F